(Z)-Ethyl (3-benzyl-4-ethylthiazol-2(3H)-ylidene)carbamate C(C1=CC=CC=C1)N1/C(/SC=C1CC)=N/C(OCC)=O